ClC=1C2=C(N=CN1)N(C(=C2)I)COCC[Si](C)(C)C 4-Chloro-6-iodo-7-((2-(trimethylsilyl)-ethoxy)methyl)-7H-pyrrolo[2,3-d]pyrimidine